[Fe+3].C(C)(=O)[O-].C(C)(=O)[O-].C(C)(=O)[O-] triacetate iron